ClC1=C(C=CC(=C1)Cl)C=1N=C(SC1SC(C)C)N1N=C(C(=C1C(=O)O)C1=CC(=CC=C1)F)C 1-(4-(2,4-dichlorophenyl)-5-(isopropylsulfanyl)thiazol-2-yl)-4-(3-fluorophenyl)-3-methyl-1H-pyrazole-5-carboxylic acid